tert-butyl ((5-((diphenylmethylene)amino)pyridin-3-yl)methyl)(methyl)carbamate C1(=CC=CC=C1)C(C1=CC=CC=C1)=NC=1C=C(C=NC1)CN(C(OC(C)(C)C)=O)C